FC1=CC=C(C(=O)NS(=O)(=O)N(C(C)C)C)C=C1 4-fluoro-N-[[methyl(1-methylethyl)amino]sulfonyl]benzamide